p-Amino-phenol NC1=CC=C(C=C1)O